N1(C(CCC2=CC=CC=C12)C(=O)OC)C(=O)OC(C)(C)C 1-tert-butyl 2-methyl 3,4-dihydroquinoline-1,2(2H)-dicarboxylate